C[C@@]12CC[C@@H]3[C@H]4CC[C@](C[C@@H]4CC[C@H]3[C@@H]2CCC[C@@H]1[C@@H](CN1N=C(N=N1)C)C)(O)CCC (2R,4aS,4bR,6aS,7R,10aS,10bR,12aS)-6a-methyl-7-((S)-1-(5-methyl-2H-tetrazol-2-yl)propan-2-yl)-2-propyloctadecahydrochrysen-2-ol